3-(4-amino-1-oxoisoindolin-2-yl)-1-methylpiperidine-2,6-dione NC1=C2CN(C(C2=CC=C1)=O)C1C(N(C(CC1)=O)C)=O